4-(3,3-dimethylpiperazin-1-yl)-N-(7-methoxy-2-methylimidazo[1,2-a]pyrimidin-6-yl)-2,3-dihydro-1H-pyrrolo[2,3-b]pyridine-1-carboxamide CC1(CN(CCN1)C1=C2C(=NC=C1)N(CC2)C(=O)NC=2C(=NC=1N(C2)C=C(N1)C)OC)C